5,8-Dioxaspiro[3.4]octan C1CCC12OCCO2